O=C1N(C(C=C1)=O)CCCCCC(=O)N[C@H](C(=O)N[C@H](C(=O)NC=1C=NC(=CC1)CO)C)C(C)C 6-(2,5-dioxo-2,5-dihydro-1H-pyrrol-1-yl)-N-((S)-1-(((S)-1-((6-(hydroxymethyl)pyridin-3-yl)amino)-1-oxopropan-2-yl)amino)-3-methyl-1-oxobutan-2-yl)hexanamide